4-(4-isobutyrylpiperazin-1-yl)-N-(3-methyloxetan-3-yl)-2-(5-vinyl-1,3,4-thiadiazol-2-yl)-2H-indazole-6-sulfonamide C(C(C)C)(=O)N1CCN(CC1)C=1C2=CN(N=C2C=C(C1)S(=O)(=O)NC1(COC1)C)C=1SC(=NN1)C=C